ClC1(C=NO)CN=C(C=C1OC)Cl 3,6-dichloro-4-methoxynicotinaldoxime